C(C)(=O)N[C@H](C(=O)N[C@H](C(=O)O)CCC(C)(C)C)CC1=NC=CC=C1 (2S)-2-[(2S)-2-acetamido-3-(pyridin-2-yl)propanamido]-5,5-dimethylhexanoic acid